2,5-ditolyl-tetrazole bromide [Br-].C1(=C(C=CC=C1)N1N=C(N=N1)C1=C(C=CC=C1)C)C